4-isobutyl-6-methylcyclohex-3-ene-1-carboxylic acid C(C(C)C)C1=CCC(C(C1)C)C(=O)O